N1N=CC(=C1)C1=CN=C2N1N=C(C=C2)N2CCOCC2 4-(3-(1H-pyrazol-4-yl)imidazo[1,2-b]pyridazin-6-yl)morpholine